CN(S(O)(=O)=O)C(C)C N-methyl-N-isopropylsulfamic acid